1-((3S,4R)-1-(2-methoxyethyl)-4-phenylpyrrolidin-3-yl)-3-(1-phenyl-3-(trifluoromethyl)-1H-pyrazol-5-yl)urea COCCN1C[C@H]([C@@H](C1)C1=CC=CC=C1)NC(=O)NC1=CC(=NN1C1=CC=CC=C1)C(F)(F)F